FC=1C=C(OCCCC2CCN(CC2)C2=NC(=NO2)C(C)C)C=C(C1C=1OC(=NN1)C(C)C)F 5-(4-(3-(3,5-difluoro-4-(5-isopropyl-1,3,4-oxadiazole-2-yl)phenoxy)propyl)piperidine-1-yl)-3-isopropyl-1,2,4-oxadiazole